1-(2-(1,4-dimethyl-1H-pyrazol-5-yl)-5-fluoropyrimidin-4-yl)piperidine-4-carboxylic acid methyl ester COC(=O)C1CCN(CC1)C1=NC(=NC=C1F)C1=C(C=NN1C)C